t-Butyl (1-(2-hydroxyphenyl)cyclopropyl)carbamate OC1=C(C=CC=C1)C1(CC1)NC(OC(C)(C)C)=O